(Z)-4-(1-(1-(tetrahydro-2H-pyran-2-yl)-1H-indazol-5-yl)-2-(4,4,5,5-tetramethyl-1,3,2-dioxaborolan-2-yl)but-1-enyl)phenol O1C(CCCC1)N1N=CC2=CC(=CC=C12)\C(=C(/CC)\B1OC(C(O1)(C)C)(C)C)\C1=CC=C(C=C1)O